COC1=NN2C(C(N1CCN(C(OC(C)(C)C)=O)C)=O)=CC(=C2)B2OC(C(O2)(C)C)(C)C tert-butyl (2-(2-methoxy-4-oxo-6-(4,4,5,5-tetramethyl-1,3,2-dioxaborolan-2-yl)pyrrolo[2,1-f][1,2,4]triazin-3(4H)-yl)ethyl)(methyl)carbamate